N1C(C=CC1)=O 5H-pyrrolon